5-amino-6-(2-chloro-5-fluorophenyl)-6-hydroxy-2,3-dimethyl-7,8-dihydro-6H-pyrrolo[4,3-g]indazol-8-one NC1=CC2=C(N(N=C2C2=C1C(NC2=O)(O)C2=C(C=CC(=C2)F)Cl)C)C